methyl 2-[4-(hydroxymethyl)cyclohexyl]-6-[[6-(trifluoromethyl)pyridine-2-carbonyl] amino]-1H-benzimidazole-5-carboxylate OCC1CCC(CC1)C1=NC2=C(N1)C=C(C(=C2)C(=O)OC)NC(=O)C2=NC(=CC=C2)C(F)(F)F